2-(4-aminopiperidin-1-yl)-9-isopropyl-N-(2-(3-(tetrahydro-2H-pyran-4-yl)-1H-pyrazol-1-yl)benzyl)-9H-purin-6-amine NC1CCN(CC1)C1=NC(=C2N=CN(C2=N1)C(C)C)NCC1=C(C=CC=C1)N1N=C(C=C1)C1CCOCC1